FC(C=1C(=C(C=CC1)[C@@H](C)NC=1C2=C(N=C(N1)C)N=C(C(=C2)C2(CC2)C#N)OC2CN(C2)C)F)F (R)-1-(4-((1-(3-(difluoromethyl)-2-fluorophenyl)ethyl)amino)-2-methyl-7-((1-methylazetidin-3-yl)oxy)pyrido[2,3-d]pyrimidin-6-yl)cyclopropane-1-carbonitrile